2-[6-(3-methylpiperazin-1-yl)pyridazin-3-yl]-5-{[(pyridin-3-yl)methyl]amino}pyridin-3-ol CC1CN(CCN1)C1=CC=C(N=N1)C1=NC=C(C=C1O)NCC=1C=NC=CC1